C(C)(C)(C)OC(=O)N1CCC(CC1)C1=CC2=NC=C(C=C2S1)C=1C=C(C=2N(N1)C=C(N2)C)C 4-[6-(2,8-dimethylimidazo[1,2-b]pyridazin-6-yl)thieno[3,2-b]pyridin-2-yl]piperidine-1-carboxylic acid tert-butyl ester